COC(CCNC(NN1C(C(=CC=C1)C(F)(F)F)C1NCCN(C1)C(=O)[O-])=O)=O 5-(1-(3-(3-methoxy-3-oxopropyl)ureido)-3-(trifluoromethyl)pyridin-2-yl)piperazine-1-carboxylate